COC=1C=C2C=CNC2=CC1OC 5,6-dimethoxy-indol